(2S,3R)-N-(3-chloro-4-fluorophenyl)-3-hydroxy-1-(6-methyl-4-(trifluoromethyl)pyridin-2-yl)pyrrolidine-2-carboxamide ClC=1C=C(C=CC1F)NC(=O)[C@H]1N(CC[C@H]1O)C1=NC(=CC(=C1)C(F)(F)F)C